ClC=1C=CC=2C(=C3N(C2C1C=1C(=NN(C1C)C)C)C(CN(C3=O)C=3N(C1=CC(=CC=C1C3)C(=O)O)C)C)CCCOC3=CC(=C(C(=C3)C)Cl)C 7-chloro-10-(3-(4-chloro-3,5-dimethylphenoxy)propyl)-4-methyl-1-oxo-6-(1,3,5-trimethyl-1H-pyrazol-4-yl)-3,4-dihydropyrazino[1,2-a]indol-2(1H)-yl-1-methyl-1H-indole-6-carboxylic acid